ClC1=CC=C(C=C1)[C@@H]1N(OCC1)C1=CC(=NC=N1)NC=1C(=CC(=C(C1)NC(C=C)=O)N1CCN(CC1)CC)OC N-(5-((6-((R)-3-(4-chlorophenyl)isoxazolidine-2-yl)pyrimidine-4-yl)amino)-2-(4-ethylpiperazine-1-yl)-4-methoxyphenyl)acrylamide